O=S1(NC=NC=C1)=O 1,1-dioxo-1,2,4-thiadiazine